tert-butyl N-[[4-[6-[4-[4-[4-(2,6-dibenzyloxy-3-pyridyl)phenyl]-1-piperidyl]phenyl]pyrrolo[2,1-f][1,2,4]triazin-4-yl]-2-methyl-phenyl]methyl]carbamate C(C1=CC=CC=C1)OC1=NC(=CC=C1C1=CC=C(C=C1)C1CCN(CC1)C1=CC=C(C=C1)C=1C=C2C(=NC=NN2C1)C1=CC(=C(C=C1)CNC(OC(C)(C)C)=O)C)OCC1=CC=CC=C1